NCC1=CC(=C(C=C1)COC1=CC=C(C=C1)NC(=O)NCC=1C=C2CN(C(C2=CC1)=O)C1C(NC(CC1)=O)=O)C(C)C 1-(4-{[4-(aminomethyl)-2-i-propylphenyl]methoxy}phenyl)-3-{[2-(2,6-dioxopiperidin-3-yl)-1-oxo-2,3-dihydro-1H-isoindol-5-yl]methyl}urea